C(C)OP(=O)(OCC)CCC1=C(OC=2C=C(C=C(C2)CCP(OC)(OC)=O)CCP(OC)(OC)=O)C(=CC(=C1)CO)CCP(=O)(OCC)OCC tetramethyl ((5-(2,6-bis(2-(diethoxyphosphoryl)ethyl)-4-(hydroxymethyl)phenoxy)-1,3-phenylene)bis(ethane-2,1-diyl))bis(phosphonate)